COC1=CC2=C(CC(CO2)C3=C(C=C(C=C3)O)O)C(=C1)OC The molecule is a hydroxyisoflavan that is isoflavan substituted by hydroxy groups at positions 2' and 4' and methoxy groups at positions 5 and 7 respectively. It has a role as a plant metabolite. It is a methoxyisoflavan and a member of hydroxyisoflavans. It derives from an isoflavan.